3-(aminomethyl)cyclobutan-1-ol HCl salt Cl.NCC1CC(C1)O